2-bromo-6-iodo-5-methyl-[1,2,4]triazolo[1,5-a]pyrimidin-7(4H)-one BrC1=NN2C(NC(=C(C2=O)I)C)=N1